tert-butyl ((5-(4-methylpiperazin-1-yl)benzo[d]thiazol-2-yl)methyl)carbamate CN1CCN(CC1)C=1C=CC2=C(N=C(S2)CNC(OC(C)(C)C)=O)C1